C[C@@H]1CN(CCN1C)C=1C=CC(=C(C(=O)NC2(CC2)C2=CC(=CC(=C2)C=2C=NN(C2)C)C2=NN(C=C2)CC)C1)C (R)-5-(3,4-dimethylpiperazin-1-yl)-N-(1-(3-(1-ethyl-1H-pyrazol-3-yl)-5-(1-methyl-1H-pyrazol-4-yl)phenyl)cyclopropyl)-2-methylbenzamide